C(CCCCC)OC1=C(C=CC(=C1)C#N)C1=CC=CC=C1 Hexyloxy-[1,1'-biphenyl]-4-carbonitrile